2-Methyl-5-[6-(piperidin-4-yl)imidazo[2,1-b][1,3,4]thiadiazol-2-yl]-2H-indazol-7-carbonitril CN1N=C2C(=CC(=CC2=C1)C1=NN2C(S1)=NC(=C2)C2CCNCC2)C#N